F[C@@]1([C@@H](O[C@@H]([C@H]1O)C(O)C)N1C(=O)NC(=O)C=C1)O 2'-fluoro-5'-methyluridine